(1-(2-methoxyvinyl)cyclopropyl)benzene ((6-(2-(Dimethylamino)-1-ethoxyethoxy)undecane-1,11-diyl)bis(sulfanediyl))bis-(octane-1,2-diyl) bis(3-cyclohexylpropanoate) C1(CCCCC1)CCC(=O)OC(CSCCCCCC(CCCCCSCC(CCCCCC)OC(CCC1CCCCC1)=O)OC(CN(C)C)OCC)CCCCCC.COC=CC1(CC1)C1=CC=CC=C1